C(=O)(OCC1C2=CC=CC=C2C2=CC=CC=C12)N[C@@H](CC1=CNC2=CC=CC=C12)C(=O)O Nalpha-Fmoc-L-Tryptophan